C1(CC1)C=1C(=NON1)C(=O)N[C@H](C=1N=C2N(N=CC(=C2)C[C@H]2C(N[C@H](C2)C(C)C)=O)C1)C1CCC(CC1)(F)F |o1:21,24| 4-Cyclopropyl-N-[(S)-(4,4-difluorocyclohexyl)-[7-[[(3R*,5R*)-5-isopropyl-2-oxo-pyrrolidin-3-yl]methyl]imidazo[1,2-b]pyridazin-2-yl]methyl]-1,2,5-oxadiazole-3-carboxamide